FC1=CC=C(C=C1)C=1C2=CC=C(N2)C(=C2C=CC(C(=C3C=CC(=C(C=4C=CC1N4)C4=CC=C(C=C4)F)N3)C3=CC=C(C=C3)F)=N2)C2=CC=C(C=C2)F 5,10,15,20-tetra-(4-fluorophenyl)porphyrin